CC1(OB(OC1(C)C)C1=CC=C2COCC3CN(CCC1=C32)C(=O)OC(C)(C)C)C tert-butyl 8-(4,4,5,5-tetramethyl-1,3,2-dioxaborolan-2-yl)-3a,4,6,7-tetrahydro-1H-isochromeno[4,5-cd]azepine-5(3H)-carboxylate